CC=1SC2=C(N1)C=CC(=C2)C=2N=C1N(C(C2)=O)C=C(C=C1)C1CCNCC1 2-(2-methyl-1,3-benzothiazol-6-yl)-7-(piperidin-4-yl)-4H-pyrido[1,2-a]pyrimidin-4-one